ClC=1C=C2C=C(NC2=CC1)C(=O)N1CCN(CC1)C(=O)C1=CC2=C(OC(O2)(F)F)C=C1 (5-chloro-1H-indol-2-yl)(4-(2,2-difluorobenzo[d][1,3]dioxol-5-carbonyl)piperazin-1-yl)methanone